2-(5-bromo-2-methylphenyl)acetaldehyde BrC=1C=CC(=C(C1)CC=O)C